C1(CC1)[C@@H]1NC(OC1=O)=O (S)-4-cyclopropyl-oxazolidine-2,5-dione